C(CCC)NC(=C(C(=O)[O-])C)CC butylamino-ethyl-methacrylate